ClCC1=NSC(=N1)NC(=O)C1=COC(=C1)C1=CC(=CC=C1)C(F)(F)F N-(3-(chloromethyl)-1,2,4-thiadiazol-5-yl)-5-(3-(trifluoromethyl)phenyl)furan-3-carboxamide